C(C)(C)(C)[Si](OCC(C)(C1=C(C=C(C(=C1)C)B1OC(C(O1)(C)C)(C)C)C(F)(F)F)C)(C)C tert-butyl-dimethyl-[2-methyl-2-[5-methyl-4-(4,4,5,5-tetramethyl-1,3,2-dioxaborolan-2-yl)-2-(trifluoromethyl)phenyl]propoxy]silane